O1C=2C(OCC1COCCC(C)S(=O)(=O)O)=CSC2 4-[(2,3-dihydrothieno[3,4-b][1,4]-dioxin-2-yl)methoxy]butane-2-sulfonic acid